N-[3-(4,4,5,5-tetramethyl-1,3,2-dioxaborolan-2-yl)phenyl]acetamide CC1(OB(OC1(C)C)C=1C=C(C=CC1)NC(C)=O)C